NCCC1=CNC=2C=CC=C(C12)O 3-(2-aminoethyl)-1H-indol-4-ol